NC=1C(=C(C=CC1)C=1N=C(SC1C1=NC(=NC=C1)Cl)C1CCC2(CCN(CC2)C(=O)OC(C)(C)C)CC1)F tert-butyl 9-[4-(3-amino-2-fluorophenyl)-5-(2-chloropyrimidin-4-yl)-1,3-thiazol-2-yl]-3-azaspiro[5.5]undecane-3-carboxylate